1-(1,3-dihydro-2H-isoindol-2-yl)-2-(1,3-thiazol-2-ylsulfanyl)-ethanone C1N(CC2=CC=CC=C12)C(CSC=1SC=CN1)=O